C(C)N(S(=O)(=O)C1=CN=C2N1C=CC=C2)[C@@H](C(F)(F)F)C2=CC=C(C=C2)C(F)(F)F (R)-N-ethyl-N-(2,2,2-trifluoro-1-(4-(trifluoromethyl)phenyl)ethyl)imidazo[1,2-a]pyridine-3-sulfonamide